5-(2-{[4-(methanesulfonylmethyl)phenyl]amino}-5H,6H,7H,8H-pyrido[3,4-d]pyrimidin-7-yl)-4-methyl-3-nitropyridin-2-ol CS(=O)(=O)CC1=CC=C(C=C1)NC=1N=CC2=C(N1)CN(CC2)C=2C(=C(C(=NC2)O)[N+](=O)[O-])C